NC1=C(SC2=NC(=CC=C21)C)C(=O)N[C@@H]2CC=1C=CC(=NC1CC2)N2[C@@H]([C@H](CC2)N)COC 3-amino-N-[(6S)-2-[(2S,3S)-3-amino-2-(methoxymethyl)pyrrolidin-1-yl]-5,6,7,8-tetrahydroquinolin-6-yl]-6-methylthieno[2,3-b]pyridine-2-carboxamide